CN(C(=O)C1CCN(CC1)C)C N,N,1-trimethylpiperidine-4-formamide